N-[(3S)-9-fluoro-2-oxo-5-phenyl-1,3-dihydro-1,4-benzodiazepin-3-yl]-2-[1-(2,2,2-trifluoroethyl)pyrazol-4-yl]-6,7-dihydro-5H-pyrazolo[5,1-b][1,3]oxazine-3-carboxamide FC1=CC=CC=2C(=N[C@@H](C(NC21)=O)NC(=O)C=2C(=NN1C2OCCC1)C=1C=NN(C1)CC(F)(F)F)C1=CC=CC=C1